2-Amino-2-deoxy-D-mannose N[C@H](C=O)[C@@H](O)[C@H](O)[C@H](O)CO